((1,5-dimethyl-4-oxo-4,5-dihydro-1H-pyrrolo[3,2-c]pyridin-3-yl)amino)-2-((4-fluorophenyl)amino)-N-(methyl-d3)pyrimidine-5-carboxamide ethyl-N-(5-bromo-2-nitro-3-pyridyl)carbamate C(C)OC(NC=1C(=NC=C(C1)Br)[N+](=O)[O-])=O.CN1C=C(C=2C(N(C=CC21)C)=O)NC2=NC(=NC=C2C(=O)NC([2H])([2H])[2H])NC2=CC=C(C=C2)F